C(C)C=1C=C(C=CC1O)S(=O)(=O)C1=CC(=C(C=C1)O)CC bis(3-ethyl-4-hydroxyphenyl) sulfone